FC(C(=O)O)(F)F.NC1CCC(CC1)NCC(C1=CC=CC=C1)C=1C=CC(=C(C1)C=1C(=CC=C(C1F)OC[C@H]1OCCC1)C(=O)N)Cl 5'-(2-(((1r,4r)-4-Aminocyclohexyl)amino)-1-phenylethyl)-2'-chloro-6-fluoro-5-(((s)-tetrahydrofuran-2-yl)methoxy)-[1,1'-biphenyl]-2-carboxamide trifluoroacetate